ethyl 1-(4-((2-(2-cyclopropylphenyl)-8-oxo-7,8-dihydro-9H-purin-9-yl) methyl) phenyl)-3-methyl-1H-pyrazole-5-carboxylate C1(CC1)C1=C(C=CC=C1)C1=NC=C2NC(N(C2=N1)CC1=CC=C(C=C1)N1N=C(C=C1C(=O)OCC)C)=O